6-(3-((Tetrahydro-2H-pyran-4-yl)ethynyl)-1H-1,2,4-triazol-5-yl)isoquinoline O1CCC(CC1)C#CC1=NNC(=N1)C=1C=C2C=CN=CC2=CC1